4-(6-(6-((6-methoxypyridin-3-yl)methyl)-3,6-diazabicyclo[3.1.1]heptane-3-yl)Pyridin-3-yl)-6-(2-(methylsulfonyl)ethyl)pyrazolo[1,5-a]pyridine-3-carbonitrile COC1=CC=C(C=N1)CN1C2CN(CC1C2)C2=CC=C(C=N2)C=2C=1N(C=C(C2)CCS(=O)(=O)C)N=CC1C#N